(1-(2-(7-Cyclopentyl-5-methoxy-1H-indol-3-yl)ethyl)-7-ethoxy-6-methoxy-3,4-dihydroisoquinolin-2(1H)-yl)(morpholinyl)methanone C1(CCCC1)C=1C=C(C=C2C(=CNC12)CCC1N(CCC2=CC(=C(C=C12)OCC)OC)C(=O)N1CCOCC1)OC